1-methyl-4-[(methylphenyl-hydrazono)methyl]picoline methyl-sulfate COS(=O)(=O)O.CN1C(C=C(C=C1)C=NN(C1=CC=CC=C1)C)C